N-[2-(2-methylphenyl)-1,3-benzoxazol-6-yl]-N'-[(pyridin-4-yl)methyl]urea CC1=C(C=CC=C1)C=1OC2=C(N1)C=CC(=C2)NC(=O)NCC2=CC=NC=C2